C(C)(C)(C)N1C[C@@H](CC1)NC(=O)N1CCN(C2=CC=CC=C12)CC1=CC=C(C=C1)Cl Tert-butyl-(R)-3-(4-(4-chlorobenzyl)-1,2,3,4-tetrahydroquinoxaline-1-carboxamido)pyrrolidine